C1(=C2N(C=N1)CCC2)C(C(=O)NC=2SC=CN2)N2C(C1=CC(=CC(=C1C2)C(F)(F)F)C2=CC=C(C=C2)C2CCN(CC2)CC)=O 2-(6,7-dihydro-5H-pyrrolo[1,2-c]imidazol-1-yl)-2-[6-[4-(1-ethyl-4-piperidyl)phenyl]-1-oxo-4-(trifluoromethyl)isoindolin-2-yl]-N-thiazol-2-yl-acetamide